2,2'-(1,4,8,11-tetraazacyclotetradecane-1,8-diyl)diacetic acid N1(CCNCCCN(CCNCCC1)CC(=O)O)CC(=O)O